C(C)OC1=CC=C(C(=N1)F)C1=C(C2=C(CCC1)C=C(C=C2)O)C2=CC=C(C=C2)N[C@@H]2CN(CC2)CCCF 6-(6-ethoxy-2-fluoro-3-pyridyl)-5-[4-[[(3S)-1-(3-fluoropropyl)pyrrolidin-3-yl]amino]phenyl]-8,9-dihydro-7H-benzo[7]annulen-2-ol